5-methyl-4-oxopyrrolidine-1,3-dicarboxylic acid 1-(tert-butyl) ester 3-ethyl ester C(C)OC(=O)C1CN(C(C1=O)C)C(=O)OC(C)(C)C